[1-[3-(methylcarbamoyl)-7-(trifluoromethyl) thieno[3,2-b]pyridin-5-yl]-4-piperidinyl] 3-methyl-1,1-dioxo-1,4-thiazine-4-carboxylate CC1=CS(C=CN1C(=O)OC1CCN(CC1)C1=CC(=C2C(=N1)C(=CS2)C(NC)=O)C(F)(F)F)(=O)=O